FC1=C(C(=CC=C1)C)N1N=C2C(=CC1=O)NN=C2C2=CC=C(C=C2)N2C(CN(CC2)C)=O 5-(2-fluoro-6-methylphenyl)-3-(4-(4-methyl-2-oxopiperazin-1-yl)phenyl)-1H-pyrazolo[4,3-c]pyridazin-6(5H)-one